7-bromo-4-hydroxy-1-(4-methoxybenzyl)-4-(trifluoromethyl)-3,4-dihydroquinazolin-2(1H)-one BrC1=CC=C2C(NC(N(C2=C1)CC1=CC=C(C=C1)OC)=O)(C(F)(F)F)O